BrC=1C=C(C=CC1)C1=C(C(=C(C(=C1C1=CC(=CC=C1)Br)C1=CC(=CC=C1)Br)C1=CC(=CC=C1)Br)C1=CC(=CC=C1)Br)C1=CC(=CC=C1)Br 1,2,3,4,5,6-hexa(3-bromophenyl)benzene